(±)-cis-9,10-dihydroxystearic acid OC(CCCCCCCC(=O)O)C(CCCCCCCC)O